BrC=1C=C2C(=CC(=NC2=CC1)N(CC(=O)O)C)C1=CC(=CC=C1)C#N 2-{[6-bromo-4-(3-cyanophenyl)quinolin-2-yl](methyl)amino}acetic acid